[1-[[3-[(2,2-dimethylchroman-4-yl)carbamoyl]phenyl]methyl]-4,4-diethyl-6-oxo-hexahydropyrimidin-2-ylidene]ammonium CC1(OC2=CC=CC=C2C(C1)NC(=O)C=1C=C(C=CC1)CN1C(NC(CC1=O)(CC)CC)=[NH2+])C